Cl.ClC=1C=C2C=C(NC2=CC1C1=NC=C(N=C1)OC)CN (5-chloro-6-(5-methoxypyrazin-2-yl)-1H-indol-2-yl)methanamine hydrochloride